3-{1-Benzoyl-5-[(4-fluorophenyl)methoxy]-4-methyl-1H-pyrazol-3-yl}-N,N,2-trimethylpyrrolidin-1-carboxamid C(C1=CC=CC=C1)(=O)N1N=C(C(=C1OCC1=CC=C(C=C1)F)C)C1C(N(CC1)C(=O)N(C)C)C